C(#N)C1=C(C=C(C=C1)N1CCC(CC1)C(=O)NC1=NC=C(C=C1)CO)C(F)(F)F 1-(4-cyano-3-(trifluoromethyl)phenyl)-N-(5-(hydroxymethyl)pyridin-2-yl)piperidine-4-carboxamide